FC1=C(C=C(C(=C1O)O)OC)C1=NC2=C(N1C1(COC1)C)C=CC(=C2)NC(C)=O N-(2-(2-fluoro-3,4-dihydroxy-5-methoxyphenyl)-1-(3-methyloxetan-3-yl)-1H-benzo[d]imidazol-5-yl)acetamide